CO/C=C/C=C(C(=O)OC)C(=O)OC dimethyl 2-[(E)-3-methoxyprop-2-enylidene]propanedioate